[Si](C)(C)(C(C)(C)C)OCC1OC2(C3=CC=CC=C13)CC(C(CC2)=O)(C)C 3'-(((tert-butyldimethylsilyl)oxy)methyl)-3,3-dimethyl-3'h-spiro[cyclohexane-1,1'-isobenzofuran]-4-one